NC(CN1C(=NC(=C1)NC(C1=CC(=CC(=C1)C(F)(F)F)F)=O)C(=O)OCC)=O ethyl 1-(2-amino-2-oxoethyl)-4-(3-fluoro-5-(trifluoromethyl)benzamido)-1H-imidazole-2-carboxylate